isopropyl-isopropanolate C(C)(C)C(C)(C)[O-]